FC1(CC(C1)C(N)=S)F 3,3-difluorocyclobutane-1-thiocarboxamide